NC1=NC=C(C2=C1C=NN2)NC(C(N2[C@H](CC[C@@H](C2)C)C2=CC1=CN(N=C1C=C2)CC)=O)=O |r| N-(4-amino-1H-pyrazolo[4,3-c]pyridin-7-yl)-2-oxo-2-[rac-(2R,5S)-2-(2-ethylindazol-5-yl)-5-methyl-1-piperidyl]acetamide